O1CCN(CC1)C=1C=C(C(=NC1)[N+](=O)[O-])NN (5-morpholino-2-nitro-3-pyridyl)hydrazine